ClC1=C(C=C(OC=2N=NNC2C(=O)O)C=C1)OC(F)(F)F 4-(4-chloro-3-(trifluoromethoxy)phenoxy)-1H-1,2,3-triazole-5-carboxylic acid